O.O.O.[N+](=O)([O-])[O-].[Ag+] silver nitrate trihydrate